FC(COC(=O)C1C2C3C4C=CC(C3C(C1)C2)C4)(F)F 8-(2,2,2-trifluoroethoxycarbonyl)tetracyclo[4.4.0.12,5.17,10]Dodec-3-ene